2-(3,3-difluoropyrrolidin-1-yl)-4-(2-fluorophenyl)pyridin-3-amine FC1(CN(CC1)C1=NC=CC(=C1N)C1=C(C=CC=C1)F)F